NC1=CC=CC(=N1)S(=O)(=O)NC1=NC(=C(C=C1)Cl)C1=C(C=CC=C1F)Cl 6-amino-N-(5-chloro-6-(2-chloro-6-fluorophenyl)pyridin-2-yl)pyridine-2-sulfonamide